tert-butyl 5'-oxo-5-azaspiro[bicyclo[2.2.2]octane-2,3'-pyrrolidine]-5-carboxylate O=C1CC2(CN1)C1CN(C(C2)CC1)C(=O)OC(C)(C)C